Cl.COC1=CC=C(C=C1)NN (4-Methoxyphenyl)hydrazine hydrochloride